N-(4-{4-amino-7-[1-(7-hydroxyheptyl)-1H-pyrazol-4-yl]-1-methyl-1H-pyrazolo[4,3-c]pyridin-3-yl}-2-[(1S)-1-(4-fluorophenyl)ethoxy]phenyl)-1,1-difluoromethanesulfonamide NC1=NC=C(C2=C1C(=NN2C)C2=CC(=C(C=C2)NS(=O)(=O)C(F)F)O[C@@H](C)C2=CC=C(C=C2)F)C=2C=NN(C2)CCCCCCCO